2-(dimethylamino)-3,6-dimethyl-4-oxo-4H-chromen CN(C=1OC2=CC=C(C=C2C(C1C)=O)C)C